1-(6-(1H-indol-5-yl)quinolin-2-yl)piperidine-4-carboxylic acid hydrochloride Cl.N1C=CC2=CC(=CC=C12)C=1C=C2C=CC(=NC2=CC1)N1CCC(CC1)C(=O)O